(3,3-difluorocyclobutyl)(2-(2-methyl-2H-pyrazolo[3,4-b]pyridin-5-yl)-7-quinolinyl)methanol FC1(CC(C1)C(O)C1=CC=C2C=CC(=NC2=C1)C1=CC=2C(N=C1)=NN(C2)C)F